(R or S)-3-((3-(4-fluorophenethyl)-3-(oxetan-3-yl)pyrrolidin-1-yl)methyl)pyridine FC1=CC=C(CC[C@]2(CN(CC2)CC=2C=NC=CC2)C2COC2)C=C1 |o1:7|